2,5,8,11,14,17,20,23,26,29-decamethyl-1,4,7,10,13,16,19,22,25,28,31,34-dodecaoxo-2,5,8,11,14,17,20,23,26,29,32,35-dodecaazanonatriacontane-39-carboxylic acid CN(C=O)CC(N(CC(N(CC(N(CC(N(CC(N(CC(N(CC(N(CC(N(CC(N(CC(NCC(NCCCCC(=O)O)=O)=O)C)=O)C)=O)C)=O)C)=O)C)=O)C)=O)C)=O)C)=O)C)=O